COC(=O)C=1N=C(C2=CC=CC=C2C1)N1CCCC2=CC(=C(C=C12)C(F)F)C=1C=NC=NC1 1-(7-difluoromethyl-6-pyrimidin-5-yl-3,4-dihydro-2H-quinolin-1-yl)-isoquinoline-3-carboxylic acid methyl ester